2-Iodo-1-methoxy-3,5-dimethylbenzene IC1=C(C=C(C=C1C)C)OC